1-(4-((2-(4-Cyanopiperidin-1-yl)-5-oxo-5,6-dihydropyrimido[4,5-d]pyridazin-4-yl)amino)benzyl)piperidin C(#N)C1CCN(CC1)C=1N=C(C2=C(C=NNC2=O)N1)NC1=CC=C(CN2CCCCC2)C=C1